N1(CCCC1)C=1C=C2C(=CN(C2=CC1)S(=O)(=O)C1=CC=C(C)C=C1)C=O 5-(pyrrolidin-1-yl)-1-tosyl-1H-indole-3-carbaldehyde